ClC1=CC=C(C=C1)C=1N(C(C2=C(N1)C(=NC=C2)C=2C=NN(C2)C)=O)[C@H]2C[C@H](CC2)O (4-chlorophenyl)-3-((1r,3s)-3-hydroxycyclopentyl)-8-(1-methyl-1H-pyrazol-4-yl)pyrido[3,4-d]pyrimidin-4(3H)-one